(6S,15S)-9-fluoro-15-methyl-13-oxa-2,17,20,21,24-pentaazapentacyclo[16.5.2.02,6.07,12.021,25]pentacosane-1(24),7,9,11,18(25),19,22-heptaene-16-one FC=1C=C2[C@@H]3CCCN3C=3C=CN4N=CC(NC([C@H](COC2=CC1)C)=O)=C4N3